tert-butyl (1R)-7-chloro-1-[5-[4-[[(1R,3S,4R)-3-hydroxy-4-(sulfamoyloxymethyl)cyclopentyl]amino]pyrimidine-5-carbonyl]-2-methyl-3-thienyl]-3,4-dihydro-1H-isoquinoline-2-carboxylate ClC1=CC=C2CCN([C@H](C2=C1)C1=C(SC(=C1)C(=O)C=1C(=NC=NC1)N[C@H]1C[C@@H]([C@H](C1)COS(N)(=O)=O)O)C)C(=O)OC(C)(C)C